3-Bromo-4,5,7-trichloro-6-fluoroquinoline BrC=1C=NC2=CC(=C(C(=C2C1Cl)Cl)F)Cl